5-(2-{[(2,4-dimethoxyphenyl)methyl]amino}-1-hydroxyethyl)-2,2,3,3,8,8,9,9-octamethyl-4,7-dioxa-3,8-disiladecane COC1=C(C=CC(=C1)OC)CNCC(O)C(O[Si](C(C)(C)C)(C)C)CO[Si](C(C)(C)C)(C)C